CC=1C=NC=CC1B(O)O (3-methyl-4-pyridyl)boronic acid